(3S,4R)-3-fluoro-1-(4-((8-((2R,3S)-3-fluoro-2-methylazetidin-1-yl)-5-isopropyl-2,7-naphthyridin-3-yl)amino)pyrimidin-2-yl)-3-methylpiperidin-4-ol F[C@]1(CN(CC[C@H]1O)C1=NC=CC(=N1)NC=1N=CC2=C(N=CC(=C2C1)C(C)C)N1[C@@H]([C@H](C1)F)C)C